1-(2-furyl)-1-hexanone O1C(=CC=C1)C(CCCCC)=O